NC1=C(C=C2CCCC2=C1[N+](=O)[O-])C(=O)OC methyl 6-amino-7-nitro-2,3-dihydro-1H-indene-5-carboxylate